COC1=C(N)C=CC(=C1)C(C(F)(F)F)(C)N1CCOCC1 2-methoxy-4-(1,1,1-trifluoro-2-morpholinylprop-2-yl)aniline